2-((4-fluoroisoindolin-2-yl)methyl)-5-((4-(methylsulfonyl)benzyl)oxy)-4H-pyran-4-one FC1=C2CN(CC2=CC=C1)CC=1OC=C(C(C1)=O)OCC1=CC=C(C=C1)S(=O)(=O)C